ClC=1C=CC2=C(N(C=3N=C(C=CC3C2=O)N(C)C)CC(=O)[O-])C1OCC.[Na+] sodium 2-(8-chloro-2-(dimethylamino)-9-ethoxy-5-oxobenzo[b][1,8]naphthyridin-10(5H)-yl)acetate